isopropyl 2-(((((2R,3S,4R,5R)-5-(4-aminopyrrolo[2,1-f][1,2,4]triazin-7-yl)-5-cyano-3,4-dihydroxytetrahydrofuran-2-yl) methoxy) (phenoxy) phosphoryl) amino)-2-methylpropionate NC1=NC=NN2C1=CC=C2[C@]2([C@@H]([C@@H]([C@H](O2)COP(=O)(OC2=CC=CC=C2)NC(C(=O)OC(C)C)(C)C)O)O)C#N